(2R)-2-((1-chloro-4-(o-tolyl)isoquinolin-7-yl)oxy)-1-(3-(methylsulfonyl)piperidin-1-yl)propan-1-one ClC1=NC=C(C2=CC=C(C=C12)O[C@@H](C(=O)N1CC(CCC1)S(=O)(=O)C)C)C1=C(C=CC=C1)C